(R)-1-((1s,3S)-3-isopropylcyclobutyl)-3-(isoquinolin-4-yl)-2-oxoimidazolidine-4-carbonitrile C(C)(C)C1CC(C1)N1C(N([C@H](C1)C#N)C1=CN=CC2=CC=CC=C12)=O